C(C)C(CC(C1=CC=CC=C1)=C1N(C(C(N1OC)=O)=O)OC)CCCC 2-Ethylhexyl-dimethoxybenzylidenedioxoimidazolidine